2-[[1-(4-chloro-2-methyl-pyrazol-3-yl)cyclopropanecarbonyl]amino]-4-[2-phenoxyethyl-[4-(5,6,7,8-tetrahydro-1,8-naphthyridin-2-yl)butyl]amino]butanoic acid ClC1=C(N(N=C1)C)C1(CC1)C(=O)NC(C(=O)O)CCN(CCCCC1=NC=2NCCCC2C=C1)CCOC1=CC=CC=C1